CC1=C(C=O)C=CC=N1 2-methylnicotinaldehyde